C1(CC1)CN1C[C@@H](CC1)OC1=C(N)C(=CC=C1)F 2-{[(3R)-1-(cyclopropylmethyl)pyrrolidin-3-yl]oxy}-6-fluoroaniline